6,9-dioxo-1,3,4,7,8,9a-hexahydropyrazino[1,2-a]pyrazine-2-carboxamide O=C1CNC(C2N1CCN(C2)C(=O)N)=O